ethyl hexanoate (E)-2-hexenyl-hexanoate C(=C\CCCC)/C(C(=O)O)CCCC.C(CCCCC)(=O)OCC